C(C)(SCCN1N=C(C=C1O)COC)=O S-(2-(5-hydroxy-3-(methoxymethyl)-1H-pyrazol-1-yl)ethyl) ethanethioate